(S)-1-((2-((S)-amino(3,3-difluorocyclobutyl)methyl)benzo[d]oxazol-5-yl)methyl)-4-(trifluoromethyl)imidazolidin-2-one N[C@H](C=1OC2=C(N1)C=C(C=C2)CN2C(N[C@@H](C2)C(F)(F)F)=O)C2CC(C2)(F)F